(1S,4s)-4-(8-(4-chloro-2,6-difluorophenylamino)-2-((1R,3R)-3-hydroxycyclopentylamino)-9H-purin-9-yl)-1-methylcyclohexanecarboxamide ClC1=CC(=C(C(=C1)F)NC=1N(C2=NC(=NC=C2N1)N[C@H]1C[C@@H](CC1)O)C1CCC(CC1)(C(=O)N)C)F